CC1C(C2(C3=CC=CC=C13)NC1=C(OC2=O)C=CC=C1)C(CC)=O 3'-methyl-2'-propionyl-2',3'-dihydro-2H,4H-spiro[benzo[b][1,4]oxazin-3,1'-indene]-2-one